1-bromo-3-(bromomethyl)-2,4-dimethoxybenzene BrC1=C(C(=C(C=C1)OC)CBr)OC